(S)-1-(4-(2-(2-fluoro-4-nitrophenoxy)ethyl)-3-methylpiperazin-1-yl)ethan-1-one FC1=C(OCCN2[C@H](CN(CC2)C(C)=O)C)C=CC(=C1)[N+](=O)[O-]